O=C1NC(CCC1N1CC2=CC=CC(=C2C1=O)C#CCCCN1CCN(CC1)C1=NC=C(C(=O)N2CCC(CC2)CCCCNC(\C=C\C=2C=NC=CC2)=O)C=C1)=O (E)-N-(4-(1-(6-(4-(5-(2-(2,6-dioxopiperidin-3-yl)-3-oxoisoindoline-4-yl)pent-4-yn-1-yl)piperazin-1-yl)nicotinoyl)piperidin-4-yl)butyl)-3-(pyridin-3-yl)acrylamide